CC1=CN=CC(=N1)C(C)O (6-methylpyrazin-2-yl)-1-ethanol